dihydroxybutylene terephthalate C1(C2=CC=C(C(=O)OCCCC(O)(O)O1)C=C2)=O